2-((4,4-difluorocyclohexyl)amino)-6-(3-(trifluoromethyl)-1H-pyrazol-1-yl)isonicotinic acid FC1(CCC(CC1)NC=1C=C(C(=O)O)C=C(N1)N1N=C(C=C1)C(F)(F)F)F